NC1=C(C=2C(=NC=C(C2S1)F)C=1C2=C(C=3C=NC(=NC3C1Cl)N1C[C@H](CC1)NC(C)C)COC2)C#N 2-Amino-4-(5-chloro-3-((S)-3-(isopropylamino)pyrrolidin-1-yl)-7,9-dihydrofuro[3,4-f]quinazolin-6-yl)-7-fluorothieno[3,2-c]pyridine-3-carbonitrile